5-cyclopropyl-4-((((3S,4S)-3-fluoropiperidin-4-yl)oxy)methyl)-3-(2-(trifluoromethoxy)phenyl)isoxazole C1(CC1)C1=C(C(=NO1)C1=C(C=CC=C1)OC(F)(F)F)CO[C@@H]1[C@H](CNCC1)F